1,3-bis(2,4,6-trimethylphenyl)imidazol-1-ium chloride [Cl-].CC1=C(C(=CC(=C1)C)C)[N+]1=CN(C=C1)C1=C(C=C(C=C1C)C)C